(3-((1-(4-chlorophenyl)-1-oxopropan-2-yl)carbamoyl)bicyclo[1.1.1]pent-1-yl)carbamic acid tert-butyl ester C(C)(C)(C)OC(NC12CC(C1)(C2)C(NC(C(=O)C2=CC=C(C=C2)Cl)C)=O)=O